NC1=CC(=C(C(=C1)OC)CC(=O)OC)Br Methyl (4-amino-2-bromo-6-methoxyphenyl)acetate